rel-(R)-1-((5-fluoropyridin-2-yl)methyl)-3-(4-(5,6,7,8-tetrahydroimidazo[1,5-a]pyridine-8-yl)phenyl)urea FC=1C=CC(=NC1)CNC(=O)NC1=CC=C(C=C1)[C@@H]1C=2N(CCC1)C=NC2 |o1:18|